ClC1=CC(OC2=CC(=CC=C12)N(CC)CC)=O 4-chloro-7-diethylaminocoumarin